C(C)(C)(C)C1=C(C(=C2CC(C(C2=C1)=O)C)C1=CC(=CC(=C1)C)C)OC 6-tert-butyl-4-(3,5-dimethylphenyl)-5-methoxy-2-methylindan-1-one